C(CCCCC(=O)O[C@H](C)OC=1C2=C(N=C(N1)SCC1=C(C=NC=C1Cl)Cl)CCC2)(=O)OC(C)(C)C |r| (±)-tert-butyl (1-((2-(((3,5-dichloropyridin-4-yl)methyl)thio)-6,7-dihydro-5H-cyclopenta[d]pyrimidin-4-yl)oxy)ethyl) adipate